C(C)N(C1=CC=C(C=C1)B(O)O)CC (4-(diethylamino)phenyl)boronic acid